(6aS,9aS)-2-Amino-7,8,9,9a-tetrahydrocyclopenta[5,6]pyrano[4,3-b]pyridin-5(6aH)-one NC1=CC=C2C(=N1)[C@H]1[C@@H](OC2=O)CCC1